FC1=C(C=C(C=C1)C1=NC=C(C=C1)F)NC1=NC=NC2=CC(=C(C=C12)NC(C=C)=O)OCCCN1CCOCC1 N-(4-((2-fluoro-5-(5-fluoropyridin-2-yl)phenyl)amino)-7-(3-morpholinopropoxy)quinazolin-6-yl)acrylamide